(5S,8R)-8-[(1S)-2,2-difluoro-1-hydroxy-7-(3-methylpyridin-4-yl)-2,3-dihydro-1H-inden-4-yl]-3,5-difluoro-5,6,7,8-tetrahydronaphthalene-1-carbonitrile FC1([C@H](C2=C(C=CC(=C2C1)[C@H]1CC[C@@H](C=2C=C(C=C(C12)C#N)F)F)C1=C(C=NC=C1)C)O)F